(dimethylcyclopentadienyl)(fluorenyl)-zirconium dichloride [Cl-].[Cl-].CC=1C(C=CC1)(C)[Zr+2]C1=CC=CC=2C3=CC=CC=C3CC12